triazin-2-amine N1N(N=CC=C1)N